4-(3-((benzyloxy)methyl)-4-ethyl-5-oxo-4,5-dihydro-1H-1,2,4-triazole-1-Yl)-5-fluoro-2-iodobenzoyl chloride C(C1=CC=CC=C1)OCC1=NN(C(N1CC)=O)C1=CC(=C(C(=O)Cl)C=C1F)I